methylpropylselenide C[Se]CCC